Methyl 5-[({1-[2-fluoro-4-(trifluoromethyl) phenyl]cyclopropyl}carbonyl) amino]-2-(5-methylpyridin-2-yl)benzoate FC1=C(C=CC(=C1)C(F)(F)F)C1(CC1)C(=O)NC=1C=CC(=C(C(=O)OC)C1)C1=NC=C(C=C1)C